[Br-].C(C)(C)(C)C1=CC=C(C[N+]2=CC=C(C=C2)CCCOC(=O)C2=CC=3C(C4=CC=CC(=C4C(C3C(=C2)O)=O)O)=O)C=C1 (1-(4-(tert-butyl)benzyl)-4-(3-((4,5-dihydroxy-9,10-dioxo-9,10-dihydroanthracene-2-carbonyl)oxy)propyl)pyridin-1-ium) bromide salt